(2S)-3-methyl-2-(pyrimidin-5-ylamino)butanoic acid CC([C@@H](C(=O)O)NC=1C=NC=NC1)C